2-amino-7-fluoro-4-(8-fluoro-2-(((2R,7aS)-2-fluorotetrahydro-1H-pyrrolizin-7a(5H)-yl)methoxy)-4-hydroxy-6-(trifluoromethyl)quinazolin-7-yl)benzo[b]thiophene-3-carbonitrile NC1=C(C2=C(S1)C(=CC=C2C2=C(C=C1C(=NC(=NC1=C2F)OC[C@]21CCCN1C[C@@H](C2)F)O)C(F)(F)F)F)C#N